(5-bromo-2-chlorophenyl)(naphthalen-2-yl)methyl alcohol BrC=1C=CC(=C(C1)C(C1=CC2=CC=CC=C2C=C1)O)Cl